Cl.C(C)(C)(C)OC(=O)N1CC=2C(CC1)=NN(C2C)C2=CC=C(C=C2)CNC2=NC(=NC=C2N)Cl 2-(4-[[(5-amino-2-chloropyrimidin-4-yl)amino]methyl]phenyl)-3-methyl-4h,6h,7h-pyrazolo[4,3-c]pyridine-5-carboxylic acid tert-butyl ester hydrochloride